C(C1=CC=CC=C1)OC=1C=C(C=CC1)C1CN(C1)C 3-(3-(benzyloxy)phenyl)-1-methylazetidine